CC1=CCC(CC1)/C(=C/CC=C(C)C)/C (E)-α-bisabolene